C(#N)[C@H](CC(=O)OC)C1=CC(=C(C=C1)OC)OC1CCCC1 methyl (R)-3-cyano-3-(3-(cyclopentyloxy)-4-methoxyphenyl)propanoate